C1(CC1)C1=C(C=NC2=CC=CN=C12)NC1=CC=C(C=C1)C(C)N(C(=O)C1CC1)C N-(1-(4-((4-cyclopropyl-1,5-naphthyridin-3-yl)amino)phenyl)ethyl)-N-methylcyclopropanecarboxamide